5-bromo-2-(trifluoromethoxy)pyridine BrC=1C=CC(=NC1)OC(F)(F)F